1-(4,4-Dimethyl-3-methylpent-1-ynyl)-4-(4-ethylphenyl)benzeneid CC(C(C#C[C-]1CC=C(C=C1)C1=CC=C(C=C1)CC)C)(C)C